2,5-diphenylthieno[3,2-b]thiophene C1(=CC=CC=C1)C1=CC2=C(S1)C=C(S2)C2=CC=CC=C2